3-(benzo[d]thiazol-2-yl)-2,4,5,6-tetrakis(3,6-dimethyl-9H-carbazol-9-yl)benzonitrile S1C(=NC2=C1C=CC=C2)C=2C(=C(C#N)C(=C(C2N2C1=CC=C(C=C1C=1C=C(C=CC21)C)C)N2C1=CC=C(C=C1C=1C=C(C=CC21)C)C)N2C1=CC=C(C=C1C=1C=C(C=CC21)C)C)N2C1=CC=C(C=C1C=1C=C(C=CC21)C)C